6-oxa-3-azabicyclo[3.1.1]heptane HCl salt Cl.C12CNCC(O1)C2